C(C)OC1CC(C1)N(CC1CCC(CC1)C)C(C)C (1r,3R)-3-ethoxy-N-isopropyl-N-(((1r,4R)-4-methylcyclohexyl)methyl)cyclobutan-1-amine